SC1=CC=C(C=N1)C(C)=O 1-(6-mercaptopyridin-3-yl)ethan-1-one